4-((4-(4-Fluorophenoxy)-[1,1'-biphenyl]-3-carboxamido)methyl)benzoic acid FC1=CC=C(OC2=C(C=C(C=C2)C2=CC=CC=C2)C(=O)NCC2=CC=C(C(=O)O)C=C2)C=C1